C(C1=CC=CC=C1)OCC(=O)NC=1N=C2N(N=C(C=C2)C=2C=NC=3CCN(C(C3C2)=O)CC2=C(C(=CC(=C2)F)F)OC2CCOCC2)C1 2-(benzyloxy)-N-(6-(6-(3,5-difluoro-2-((tetrahydro-2H-pyran-4-yl)oxy)benzyl)-5-oxo-5,6,7,8-tetrahydro-1,6-naphthyridin-3-yl)imidazo[1,2-b]Pyridazin-2-yl)acetamide